ClC=1C=CC(=C(C1)B(O)O)S(=O)C 5-chloro-2-(methylsulfinyl)phenylboronic acid